(1R,3S)-3-(3-(2-(5-ethoxy-2-formyl-3-hydroxyphenoxy)acetamido)-1H-pyrazol-5-yl)cyclopentyl 2,2-dimethylazetidine-1-carboxylate CC1(N(CC1)C(=O)O[C@H]1C[C@H](CC1)C1=CC(=NN1)NC(COC1=C(C(=CC(=C1)OCC)O)C=O)=O)C